COC1=C(C(=O)NC2=CC=CC=C2)C=C(C=C1)C=1OC(=CC1)\C=C/1\C(C2=C(S1)C=CC=C2)=O (Z)-2-Methoxy-5-(5-((3-oxobenzo[b]thiophen-2(3H)-ylidene)methyl)furan-2-yl)-N-phenylbenzamide